CS(=O)(=O)C=1C=C(C=CC1)C1=CC=CC=C1 3-(methylsulfonyl)-1,1'-biphenyl